C(C)(C)(C)OC(NCC1C2CNCC12)=O ((3-azabicyclo[3.1.0]hex-6-yl)methyl)carbamic acid tert-butyl ester